(4-chloro-2,6-dimethylphenyl) aminomethylbenzoate NCC1=C(C(=O)OC2=C(C=C(C=C2C)Cl)C)C=CC=C1